C(C1=CC=CC=C1)[C@H]1N(CCN(C1)S(=O)(=O)C)C=1N=CC=2C(N1)=CN(N2)C=2C(=C(C(=C(C2)C(F)(F)F)F)O)F (R)-3-(5-(2-Benzyl-4-(methylsulfonyl)piperazin-1-yl)-2H-pyrazolo[4,3-d]pyrimidin-2-yl)-2,6-difluoro-5-(trifluoromethyl)phenol